1,4-bis(hydroxyethoxy)benzene OCCOC1=CC=C(C=C1)OCCO